S(OC1=CC=C(C=C1)OCC1=C(C=C(C=C1F)C1=CC(=NN1)C#N)F)(=O)(=O)F 4-((4-(3-cyano-1H-pyrazol-5-yl)-2,6-difluorobenzyl)oxy)phenyl sulfurofluoridate